4-[2-(4-hydroxyphenyl)-4-methylpentan-2-yl]phenol OC1=CC=C(C=C1)C(C)(CC(C)C)C1=CC=C(C=C1)O